4-[[4,6-bis(octylsulfanyl)-1,3,5-triazin-2-yl]amino]-2,6-di-tert-butylphenol C(CCCCCCC)SC1=NC(=NC(=N1)SCCCCCCCC)NC1=CC(=C(C(=C1)C(C)(C)C)O)C(C)(C)C